CC1=NN=C(C2=CC(=CC=C12)N1CCOCC1)N 4-methyl-7-morpholinophthalazin-1-amine